FC1(CC(C1)CN1CC2=C(C(=C(C=C2CC1)O)N1CC(NS1(=O)=O)=O)F)F 5-{2-[(3,3-difluorocyclobutyl)methyl]-8-fluoro-6-hydroxy-1,2,3,4-tetrahydroisoquinolin-7-yl}-1λ6,2,5-thiadiazolidine-1,1,3-trione